4-(2-cyclohexylphenoxy)aniline C1(CCCCC1)C1=C(OC2=CC=C(N)C=C2)C=CC=C1